bis[3-(2,4-dihydroxy-3-methylbenzyl)-2,5-dimethyl-4-hydroxyphenyl]methane OC1=C(CC=2C(=C(C=C(C2O)C)CC2=C(C(=C(C(=C2)C)O)CC2=C(C(=C(C=C2)O)C)O)C)C)C=CC(=C1C)O